CC1=C(C(=O)N(N1C)C2=CC=CC=C2)N The molecule is a pyrazolone, a member of the class of pyrazoles that is antipyrine substituted at C-4 by an amino group. It is a metabolite of aminopyrine and of metamizole. It has a role as a non-steroidal anti-inflammatory drug, a non-narcotic analgesic, an antirheumatic drug, a peripheral nervous system drug, an EC 1.14.99.1 (prostaglandin-endoperoxide synthase) inhibitor, an antipyretic, a drug metabolite and a marine xenobiotic metabolite. It is a primary amino compound and a pyrazolone. It derives from an antipyrine.